3-chloro-4-fluoro-N-(1-(6-(2-methoxyphenyl)pyridazin-3-yl)piperidin-3-yl)benzamide ClC=1C=C(C(=O)NC2CN(CCC2)C=2N=NC(=CC2)C2=C(C=CC=C2)OC)C=CC1F